FC=1C=C(C=CC1)C=CC(=O)C1=C(C=CC=C1)O 3-(3-fluorophenyl)-1-(2-hydroxyphenyl)-2-propen-1-one